3-[(2,3-dihydrothieno[3,4-b]-[1,4]dioxin-2-yl)methoxy]-1-isobutyl-1-propanesulfonate sodium [Na+].O1C=2C(OCC1COCCC(S(=O)(=O)[O-])CC(C)C)=CSC2